4-[18F]fluoro-m-hydroxyphenethylguanidine [18F]C1=C(C=C(CCNC(=N)N)C=C1)O